(S)-tert-butyl (4-ethyl-4-hydroxy-3,14-dioxo-3,4,12,14-tetrahydro-1H-pyrano[3',4':6,7]indolizino[1,2-b]quinolin-9-yl) carbonate C(OC(C)(C)C)(OC1=CC=2C=C3C(=NC2C=C1)C1=CC2=C(C(N1C3)=O)COC([C@]2(O)CC)=O)=O